(1S,2R,4S,5S)-8-(benzyloxy)-10-((2,4-difluorobenzyl)carbamoyl)-2,5-dimethyl-7,9-dioxo-2,3,4,5,7,9-hexahydro-1,6-methanopyrido[1,2-b][1,2,5]triazonin-4-yl benzoate C(C1=CC=CC=C1)(=O)O[C@@H]1[C@@H](N2C(C=3N(N([C@@H](C1)C)C2)C=C(C(C3OCC3=CC=CC=C3)=O)C(NCC3=C(C=C(C=C3)F)F)=O)=O)C